2-(1-methyl-1H-imidazol-2-yl)-5-(4,4,5,5-tetramethyl-1,3,2-dioxaborolan-2-yl)benzo[d]thiazole CN1C(=NC=C1)C=1SC2=C(N1)C=C(C=C2)B2OC(C(O2)(C)C)(C)C